OC1=CC=C(C=C1)C[C@@H](C(=O)N[C@H](C(=O)N[C@H](C(=O)O)CCC(C)(C)C)[C@H](CC)C)NC(=O)[C@H]1NCCC1 (2S)-2-[(2S,3S)-2-[(2S)-3-(4-hydroxyphenyl)-2-{[(2S)-pyrrolidin-2-yl]formamido}propanamido]-3-methylpentanamido]-5,5-dimethylhexanoic acid